ClC=1C=C(C(=NC1)OC1=CC=C(OC(C(=O)O)C)C=C1)F 2-(4-(5-chloro-3-fluoro-2-pyridyloxy)phenoxy)propionic acid